COC1=C(C=CC(=C1)C(F)(F)F)NC1=CC=NC2=CC(=CC=C12)C N-(2-methoxy-4-(trifluoro-methyl)phenyl)-7-methyl-quinolin-4-amine